C(C)(C)(C)OC(=O)C1N(CCNC1)C1=NC(=NC(=C1)NCC1=CC(=C(C(=C1)OC)OC)OC)NC=1SC(=C(N1)C)C(=O)OCC 2-[[4-[tert-butyloxycarbonyl-1-piperazinyl]-6-[[(3,4,5-trimethoxyphenyl)methyl]amino]-2-pyrimidinyl]amino]-4-methyl-5-thiazolecarboxylic acid, ethyl ester